CC1=CC=C(C=C1)N1CCNCC1 1-(4-methyl-phenyl)piperazine